tert-butyl-(3S,4S)-4-amino-3-fluoropiperidine-1-carboxylic acid tert-butyl ester C(C)(C)(C)OC(=O)N1C([C@H]([C@H](CC1)N)F)C(C)(C)C